[NH4+].[NH4+].C(C)N1C(SC2=C1C=CC=C2)S(=O)(=O)[O-].C(C)N2C(SC1=C2C=CC=C1)S(=O)(=O)[O-] 3-ethylbenzthiazolinesulfonic acid diammonium salt